FC1=NC(=C2N=CN(C2=N1)C1OCCCCC1)NCC1=CC(=CC=C1)O 2-fluoro-6-[(3-hydroxybenzyl)amino]-9-(oxepan-2-yl)-9H-purine